O=C1N(CCCCN1)C=1SC2=C(N1)C=CC(=C2)C(=O)OC(C)(C)C tert-Butyl 2-(2-oxo-1,3-diazepan-1-yl)-1,3-benzothiazole-6-carboxylate